2'-(4,5-Dimethyl-1H-imidazol-2-yl)-5-[(4-phenylpiperidin-1-yl)carbonyl]-3,4'-bipyridine trifluoroacetate FC(C(=O)O)(F)F.CC=1N=C(NC1C)C1=NC=CC(=C1)C=1C=NC=C(C1)C(=O)N1CCC(CC1)C1=CC=CC=C1